ClC=1C=CC2=C(N=C(O2)C2CC3(CC(C3)N=C=O)C2)C1 5-chloro-2-(2-isocyanatospiro[3.3]heptan-6-yl)-1,3-benzoxazole